NCCCOC1=C(C(=O)O[C@@H]1[C@@H](O)CO)O.C(C)S(=O)(=O)C1=CC=C(CNC(C2=CN=C(C=C2)N2[C@@H](CC(C2)C2=CC=C(C=C2)C(F)(F)F)CO)=O)C=C1 N-(4-(ethylsulfonyl)benzyl)-6-((2S)-2-(hydroxymethyl)-4-(4-(trifluoromethyl)phenyl)pyrrolidin-1-yl)nicotinamide aminopropyl-ascorbate